[3-(1H-PYRAZOL-5-YL)PHENYL]BORONIC ACID HYDRATE O.N1N=CC=C1C=1C=C(C=CC1)B(O)O